2-(5-bromopyridine-3-yl)quinuclidine BrC=1C=C(C=NC1)C1N2CCC(C1)CC2